CC=1C(=NC2=C(N1)CCC2)C 6,7-dihydro-2,3-dimethyl-5H-cyclopentapyrazine